CC(C)(C)[S@@](=O)N[C@H](C)C1=CC(=CC=2C(N3CCC4=NNC=C4C3=NC12)=O)C (R)-2-methyl-N-[(1R)-1-(5-methyl-2-oxo-1,9,13,14-tetrazatetracyclo[8.7.0.03,8.011,15]heptadeca-3(8),4,6,9,11,14-hexaen-7-yl)ethyl]propane-2-sulfinamide